(1S,2S)-N-[2-(3-chlorophenyl)-3-hydroxy-propyl]-2-phenyl-cyclopropanecarboxamide ClC=1C=C(C=CC1)C(CNC(=O)[C@@H]1[C@H](C1)C1=CC=CC=C1)CO